4-[2-(4-fluoro-N-(3-fluorophenyl)anilino)-2-oxo-ethyl]-1-(indoline-1-carbonyl)piperidine-4-carboxylic acid FC1=CC=C(N(C2=CC(=CC=C2)F)C(CC2(CCN(CC2)C(=O)N2CCC3=CC=CC=C23)C(=O)O)=O)C=C1